OC1CC2CC(C2C1)C=1C=CC(=C(C(=O)OC)C1)OC methyl 5-(3-hydroxy bicyclo[3.2.0]hept-6-yl)-2-methoxybenzoate